(1S,2R)-1-[4-[4-(dimethoxymethyl)-1-piperidyl]phenyl]-2-(2,3,4,5,6-pentadeuteriophenyl)tetralin-6-ol COC(C1CCN(CC1)C1=CC=C(C=C1)[C@@H]1[C@@H](CCC2=CC(=CC=C12)O)C1=C(C(=C(C(=C1[2H])[2H])[2H])[2H])[2H])OC